C(C#CC)N1C[C@H](C[C@@H]1COC)N1N=C(C(=C1NC)C(=O)N)C#CC1=CC2=C(N(C=N2)C2CC2)C=C1F 1-((3s,5r)-1-(but-2-ynyl)-5-(methoxymethyl)pyrrolidin-3-yl)-3-((1-cyclopropyl-6-fluoro-1H-benzo[d]imidazol-5-yl)ethynyl)-5-(methylamino)-1H-pyrazole-4-carboxamide